C(C)(C)(C)OC(=O)NC=1C(=C(C=C2C=C(N=CC12)NC(=O)O[C@H]1[C@H](CC1)O)C1=C(C2=C(OCCN2C(=O)OC(C)(C)C)N=C1)C)F |r| (±)-cis-tert-butyl 7-[8-(tert-butoxycarbonylamino)-7-fluoro-3-[[2-hydroxycyclobutoxy]carbonylamino]-6-isoquinolyl]-8-methyl-2,3-dihydropyrido[2,3-b][1,4]oxazine-1-carboxylate